COCCN(C=1N=C(C2=C(N1)C(=NC(=N2)N(CCOC)CCOC)N2CCN(CC2)C2=NN(C=N2)C)N2CCS(CC2)(=O)=O)CCOC 4-(2,6-bis(bis(2-methoxyethyl)amino)-8-(4-(1-methyl-1H-1,2,4-triazol-3-yl)piperazin-1-yl)pyrimido[5,4-d]pyrimidin-4-yl)thiomorpholine 1,1-dioxide